N-(1-(8-(benzyloxy)chroman-6-yl)-3-methylbutan-2-yl)carboxamide C(C1=CC=CC=C1)OC=1C=C(C=C2CCCOC12)CC(C(C)C)NC=O